3-[(3-fluoro-2-methoxyphenyl)amino]-2-{3-[2-(2-methylazetidin-2-yl)ethynyl]pyridin-4-yl}-1H,5H,6H,7H-pyrrolo[3,2-c]pyridin-4-one FC=1C(=C(C=CC1)NC1=C(NC2=C1C(NCC2)=O)C2=C(C=NC=C2)C#CC2(NCC2)C)OC